COC1=C(C=C(OC1=O)C(=O)OC)N1C([C@@H](CC1)OC)=O methyl 5-methoxy-4-[(3R)-3-methoxy-2-oxopyrrolidin-1-yl]-6-oxopyran-2-carboxylate